4-chloro-5-nitrobenzene-1,2-diamine ClC=1C=C(C(=CC1[N+](=O)[O-])N)N